((E)-octadec-9-en-1-yl) methyl carbonate C(OCCCCCCCC\C=C\CCCCCCCC)(OC)=O